S1C=NC2=C1C=C(C=C2)\C=C\2/N=C(NC2=O)NC(COC)C2=CC=CC=C2 (4Z)-4-(1,3-benzothiazol-6-ylmethylene)-2-[(2-methoxy-1-phenyl-ethyl)amino]-1H-imidazol-5-one